(1S,2S)-N,N-dimethyl-2-((2-(pyridin-2-yl)pyrimidin-5-yl)oxy)cyclohexan-1-amine CN([C@@H]1[C@H](CCCC1)OC=1C=NC(=NC1)C1=NC=CC=C1)C